BrC1=CC=CC=2[C@H]3[C@@H](OC21)C[C@H]([C@@H]3\C=C\C(C(CC#CC)C)O[Si](C)(C)C(C)(C)C)OC3OCCCC3 |r| (((E)-1-((1RS,2RS,3aSR,8bSR)-5-bromo-2-((tetrahydro-2H-pyran-2-yl)oxy)-2,3,3a,8b-tetrahydro-1H-cyclopenta[b]benzofuran-1-yl)-4-methyloct-1-en-6-yn-3-yl)oxy)(tert-butyl)dimethylsilane